2-(acryloyloxy)ethylisocyanate C(C=C)(=O)OCCN=C=O